O=C1NC(CCC1C1=NN(C2=CC(=CC=C12)C1CCN(CC1)C(=O)OC(C)(C)C)C)=O 1-Tert-butyl 4-[3-(2,6-dioxo-3-piperidyl)-1-methyl-indazol-6-yl]piperidine-1-carboxylate